OC1=NC=CC2=CC=C(C=C12)OC1=CC=CC=C1 hydroxy-7-phenoxyisoquinoline